NC1=C(N=C2N1C=CC=C2Br)C(=O)NC21CC(C2)C1 3-amino-N-(bicyclo[1.1.1]pentan-1-yl)-8-bromoimidazo[1,2-a]pyridine-2-carboxamide